(2s,3s,4r,5r,6r)-2-(4-chloro-3-(4-ethoxyphenyl)phenyl)-6-((nonanoyloxy)methyl)tetrahydro-2H-pyran ClC1=C(C=C(C=C1)[C@H]1O[C@H](CCC1)COC(CCCCCCCC)=O)C1=CC=C(C=C1)OCC